Ethyl (R)-3-(4-((3-(4-(benzofuran-2-yl)phenyl)-1-(isopropylamino)-1-oxopropan-2-yl)amino)benzamido)propanoate O1C(=CC2=C1C=CC=C2)C2=CC=C(C=C2)C[C@H](C(=O)NC(C)C)NC2=CC=C(C(=O)NCCC(=O)OCC)C=C2